(R)-8-bromo-7-chloro-3-cyclohexyl-5-(cyclopropylmethyl)-2-methyl-2,3,4,5-tetrahydrobenzo[f][1,2,5]thiadiazepine 1,1-dioxide BrC1=CC2=C(N(C[C@H](N(S2(=O)=O)C)C2CCCCC2)CC2CC2)C=C1Cl